N-(4-fluoro-1-oxo-2,3-dihydroinden-5-yl)acetamide FC1=C2CCC(C2=CC=C1NC(C)=O)=O